(4-Methylphenoxy)-1-(thien-2-yl)-N-methylpropylamine hydrochloride Cl.CC1=CC=C(ON(C)C(CC)C=2SC=CC2)C=C1